C(C)C=1C=NN2C1N=C(C=C2NCC=2C=NC(=CC2)OCCC2CCN(CC2)CC2CCNCC2)N2C(CCCC2)CCO 2-[1-[3-ethyl-7-[[6-[2-[1-(4-piperidylmethyl)-4-piperidyl]ethoxy]-3-pyridyl]methylamino]pyrazolo[1,5-a]pyrimidin-5-yl]-2-piperidyl]ethanol